(R/S)-3-[[5-[3-(Difluoromethyl)-4-fluoro-phenyl]-2-methyl-3-pyridyl]methyl]-5-methyl-oxazolidin-2-one FC(C=1C=C(C=CC1F)C=1C=C(C(=NC1)C)CN1C(O[C@@H](C1)C)=O)F |r|